CNC(C(CC[C@@H](C(=O)NC=1C(N(C=CC1)CC(N[C@@H]1[C@]2(CC[C@H](C1)C2(C)C)C)=O)=O)NC(=O)C=2OC1=C(C2C)C=CC=C1)=O)=O (S)-N1-Methyl-5-(3-methylbenzofuran-2-carboxamido)-2-oxo-N6-(2-oxo-1-(2-oxo-2-((1S,2S,4R)-1,7,7-trimethylbicyclo[2.2.1]heptan-2-ylamino)ethyl)-1,2-dihydropyridin-3-yl)hexandiamid